methyl 3-(1-ethyl-1H-imidazol-5-yl)-5-fluorobenzoate C(C)N1C=NC=C1C=1C=C(C(=O)OC)C=C(C1)F